[Na].C(CCCCCCC\C=C/CCCCCCCC)(=O)NC=1C(=CC=CC1)OC 3-oleoylamino-2-methoxybenzene sodium